CCCCCCCCCCC(C)O 11-dodecanol